1-(3-(((benzyloxy)carbonyl)amino)propyl)-1,4-diazabicyclo[2.2.2]octan-1-ium bromide [Br-].C(C1=CC=CC=C1)OC(=O)NCCC[N+]12CCN(CC1)CC2